(R)-5-(cyclohexene-1-en-1-yl)-N-(1-(2-fluoro-3-(trifluoromethyl)phenyl)ethyl)-6-oxo-1,6-dihydropyridine-3-carboxamide C1(=CC=CCC1)C1=CC(=CNC1=O)C(=O)N[C@H](C)C1=C(C(=CC=C1)C(F)(F)F)F